C(C)O[Ta](OCC)(OCC)(OCC)OCC pentaethyloxytantalum